(+)-N-{3-[(1H-1,3-benzodiazol-2-yl)amino]-3-[3-(trifluoromethyl)phenyl]-propyl}acetamide N1C(=NC2=C1C=CC=C2)NC(CCNC(C)=O)C2=CC(=CC=C2)C(F)(F)F